The molecule is a linear 27-membered polypeptide comprising the sequence Lys-Gly-Lys-Gly-Lys-Gly-Lys-Gly-Lys-Gly-Glu-Asn-Pro-Val-Val-Ala-Phe-Phe-Lys-Asn-Ile-Val-Thr-Pro-Arg-Thr-Pro. Corresponds to the sequence of the myelin basic protein 83-99 (MBP83-99) immunodominant epitope with the histidyl residue at position 88 replaced by alanyl [MBP83-99(A(88))] and with an (L-lysylglycyl)5 [(KG5)] linker attached to the glutamine(83) (E(83)) residue. CCC(C)[C@@H](C(=O)N[C@@H](C(C)C)C(=O)N[C@@H](C(C)O)C(=O)N1CCC[C@H]1C(=O)N[C@@H](CCCNC(=N)N)C(=O)N[C@@H](C(C)O)C(=O)N2CCC[C@H]2C(=O)O)NC(=O)[C@H](CC(=O)N)NC(=O)[C@H](CCCCN)NC(=O)[C@H](CC3=CC=CC=C3)NC(=O)[C@H](CC4=CC=CC=C4)NC(=O)[C@H](C)NC(=O)[C@H](C(C)C)NC(=O)[C@H](C(C)C)NC(=O)[C@@H]5CCCN5C(=O)[C@H](CC(=O)N)NC(=O)[C@H](CCC(=O)N)NC(=O)CNC(=O)[C@H](CCCCN)NC(=O)CNC(=O)[C@H](CCCCN)NC(=O)CNC(=O)[C@H](CCCCN)NC(=O)CNC(=O)[C@H](CCCCN)NC(=O)CNC(=O)[C@H](CCCCN)N